rac-4-(2-((3aR,5r,6aS)-5-benzyl-5-methoxyhexa-hydrocyclopenta[c]pyrrol-2(1H)-yl)-1-hydroxyethyl)-2-fluorophenol C(C1=CC=CC=C1)C1(C[C@@H]2[C@@H](CN(C2)CC(O)C2=CC(=C(C=C2)O)F)C1)OC